1-cyclohexylmethyl-1,2-propanediamine C1(CCCCC1)CC(C(C)N)N